C[C@@H]1[C@@H](C(=O)O[C@@H]([C@@H](C(=O)O[C@@H]([C@@H](C(=O)O1)NC(=O)CNC(=O)C2=C(C(=CC=C2)O)O)C)NC(=O)CNC(=O)C3=C(C(=CC=C3)O)O)C)NC(=O)CNC(=O)C4=C(C(=CC=C4)O)O The molecule is a crown compound that is enterobactin in which the pro-R hydrogens at positions 2, 6 and 10 of the trilactone backbone are replaced by methyl groups, and in which a glycine spacer separates the trilactone backbone from each of the catecholamide arms. It is the endogenous siderophore of Bacillus subtilis, used for the acquisition of iron. It has a role as a metabolite and a bacterial metabolite. It is a crown compound, a member of catechols and a macrocyclic lactone.